(Z)-6,6-difluoro-5-methoxyhex-4-en-3-one FC(/C(=C/C(CC)=O)/OC)F